3-chloro-4-[(3,5-difluoropyridin-2-yl)(2H2)methoxy]-3'-fluoro-5',6-dimethyl-2'-(trimethylstannyl)-[1,4'-bipyridin]-2-one ClC=1C(N(C(=CC1OC([2H])([2H])C1=NC=C(C=C1F)F)C)C1=C(C(=NC=C1C)[Sn](C)(C)C)F)=O